(2,6-dinitrophenyl)sulfonate [N+](=O)([O-])C1=C(C(=CC=C1)[N+](=O)[O-])S(=O)(=O)[O-]